(2S)-2-amino-5-(2-amino-1H-imidazol-1-yl)-N-[(1S)-1-[5-(methoxymethyl)-1,2,4-oxadiazol-3-yl]-2,2-dimethylpropyl]pentanamide hydrochloride Cl.N[C@H](C(=O)N[C@@H](C(C)(C)C)C1=NOC(=N1)COC)CCCN1C(=NC=C1)N